C1(=CC=CC=C1)P(=O)(C1=CC2=C(SC3=C2C=C(C=C3)P(=O)(C3=CC=CC=C3)C3=CC=CC=C3)C=C1)C1=CC=CC=C1 2,8-di(diphenylphosphinyl)dibenzothiophene